NC(C(=O)NCC1=CC=C(C=C1)C1=CC=C(C=C1)OC(F)(F)F)CCC 2-amino-N-((4'-(trifluoromethoxy)-[1,1'-biphenyl]-4-yl)methyl)pentanamide